N-(5-CYANO-6-(2H-1,2,3-TRIAZOL-2-YL)PYRIDIN-3-YL)-3-(1-METHYL-2-OXO-1,2-DIHYDROPYRIDIN-4-YL)-4-(TRIFLUORO-METHYL)ISOTHIAZOLE-5-CARBOXAMIDE C(#N)C=1C=C(C=NC1N1N=CC=N1)NC(=O)C1=C(C(=NS1)C1=CC(N(C=C1)C)=O)C(F)(F)F